ClC=1C=NN(C1C=1N=CC(=C2C1NC=C2)C=2SC=CC2)C 7-(4-Chloro-1-methyl-1H-pyrazol-5-yl)-2-(1H-pyrrolo[2,3-c]pyridin-4-yl)thiophene